C1CN[C@@H]([C@H]([C@H]1O)O)CO The molecule is a member of the class of hydroxypiperidines that is piperidine carrying a hydroxymethyl substituent at position 2 as well as two hydroxy substituents at positions 3 and 4 (the 2R,3R,4S-diastereomer). It has a role as an EC 3.2.1.10 (oligo-1,6-glucosidase) inhibitor, a plant metabolite and an EC 3.2.1.23 (beta-galactosidase) inhibitor. It is a hydroxypiperidine, a triol, a primary alcohol, a secondary alcohol, a secondary amino compound and an amino monosaccharide.